C(=CC)CC(COCC)C=CC 1,2-dipropenyl-3-ethoxypropane